C(C)(C)(C)C1(CCC(CC1)N1CCN(CC1)C1=CC=C2C(C=3N(C=4C=CC=C(C4C(N3)=O)Cl)C2=C1)(C)C)C=O tert-butyl-4-(4-(4-chloro-7,7-dimethyl-5-oxo-5,7-dihydroindolo[1,2-a]quinazolin-10-yl)piperazin-1-yl)cyclohexane-1-carbaldehyde